CN1C(C(N(C2=CC=CC=C12)C1CCN(CC1)C1=NC=C(C=N1)C=O)=O)=O 2-(4-(4-methyl-2,3-dioxo-3,4-dihydroquinoxalin-1(2H)-yl)piperidin-1-yl)pyrimidine-5-carbaldehyde